N-((7R)-2-cyano-2-azabicyclo[2.2.1]heptan-7-yl)-5-(4-(phenylthio)pyridin-3-yl)-1H-pyrazole-3-carboxamide C(#N)N1C2CCC(C1)[C@H]2NC(=O)C2=NNC(=C2)C=2C=NC=CC2SC2=CC=CC=C2